ruthenium tris(triphenylphosphine) C1(=CC=CC=C1)P(C1=CC=CC=C1)C1=CC=CC=C1.C1(=CC=CC=C1)P(C1=CC=CC=C1)C1=CC=CC=C1.C1(=CC=CC=C1)P(C1=CC=CC=C1)C1=CC=CC=C1.[Ru]